CO[C@H](CN1N=C2C(C(=NC=3C=C(C=CC23)C2=CC=NN2C2OCCCC2)N)=C1)COC(C1=CC=CC=C1)(C1=CC=CC=C1)C1=CC=CC=C1 ((R)-2-methoxy-3-(trityloxy)propyl)-7-(1-(tetrahydro-2H-pyran-2-yl)-1H-pyrazol-5-yl)-2H-pyrazolo[4,3-c]quinolin-4-amine